B(O[Si](CC)(CC)CC)(O[Si](CC)(CC)CC)O[Si](CC)(CC)CC tri(triethylsilyl) borate